[Cl-].C[N+](CCCCCCCCCCCCCCCCCC)(CCCCCCCCCCCCCCCCCC)CCCCCCCCCCCCCCCCCC methyl-tristearyl-ammonium chloride